2-methyl-3-(3-(1,2,3,4-tetrahydroisoquinoline-2-carbonyl)phenyl)-8-(trifluoromethyl)-5,6-dihydro-2H-2,6-methanobenzo[g][1,3,5]oxadiazocin-4(3H)-one CC12OC3=C(C(NC(N1C1=CC(=CC=C1)C(=O)N1CC4=CC=CC=C4CC1)=O)C2)C=C(C=C3)C(F)(F)F